COC1=C(C=C2C=NN(C2=C1)C)C(=O)NC=1N=CC=2N(C1)C=C(N2)[C@@H]2N(CCC2)C 6-methoxy-1-methyl-N-{2-[(2R)-1-methylpyrrolidin-2-yl]imidazo[1,2-a]pyrazin-6-yl}indazole-5-carboxamide